FC1=NC=CC=C1C=1C=C(C=CC1)C(C)NC(=O)[C@@H]1C(C1)C1=C(C=CC=C1)F (S)-2-(2-fluoro-phenyl)-cyclopropanecarboxylic acid {1-[3-(2-fluoro-pyridin-3-yl)-phenyl]-ethyl}-amide